2-(4-acetylphenyl)-10-(tert-butylamino)-7,7-dimethyl-5,12b-dihydro-1H,7H-chromeno[4,3-c][1,2,4]triazolo[1,2-a]Pyridazine C(C)(=O)C1=CC=C(C=C1)N1CN2N(CC=C3C2C=2C=CC(=CC2OC3(C)C)NC(C)(C)C)C1